3-(tert-butyl)-2'-((3-(tert-butyl)-2-hydroxy-5-methylphenyl)(2-methoxyethyl)amino)-5-methyl-[1,1'-biphenyl] C(C)(C)(C)C=1C=C(C=C(C1)C)C1=C(C=CC=C1)N(CCOC)C1=C(C(=CC(=C1)C)C(C)(C)C)O